CC=1C=CC(=C(C1)CC(=O)O)[N+](=O)[O-] 2-(5-methyl-2-nitrophenyl)acetic acid